methoxyethylglycidylether COCCOCC1CO1